C(C)(C)(C)OC[C@@H](C(=O)N[C@@H](CCC(=O)OC(C)(C)C)C(=O)NC1=CC=C(C=C1)CO)NC([C@H](C)NC(CCN1C(C=CC1=O)=O)=O)=O tert-butyl (S)-4-((S)-3-(tert-butoxy)-2-((S)-2-(3-(2,5-dioxo-2,5-dihydro-1H-pyrrol-1-yl)propanamido)propanamido)propanamido)-5-((4-(hydroxymethyl)phenyl)amino)-5-oxopentanoate